8-(morpholin-4-yl)-2-(trifluoromethyl)imidazo[1,2-b]Pyridazine-7-carboxamide N1(CCOCC1)C=1C=2N(N=CC1C(=O)N)C=C(N2)C(F)(F)F